BrC1=CC(=C(C2=CC=CC=C12)C1=C(C=C(C2=CC=CC=C12)Br)OCC)OCC R-4,4'-dibromo-2,2'-diethoxy-1,1'-binaphthyl